rac-N-methyl-N-((3R,5R)-5-((6-(1-methyl-1H-pyrazol-4-yl)pyrazolo[1,5-a]pyrazin-4-yl)oxy)tetrahydro-2H-pyran-3-yl)acrylamide CN(C(C=C)=O)[C@H]1COC[C@@H](C1)OC=1C=2N(C=C(N1)C=1C=NN(C1)C)N=CC2 |r|